CC(C(C)(C1=CC=CC=C1)C)(C)C1=CC=CC=C1 dimethyl-2,3-diphenylbutane